[(dibenzofuranyl)phenyl]amine C1(=CC=CC=2OC3=C(C21)C=CC=C3)C3=C(C=CC=C3)N